Tert-butyl 4-{[(2R,6S)-2,6-dimethylmorpholin-4-yl] methyl}-4-fluoropiperidine-1-carboxylate C[C@@H]1CN(C[C@@H](O1)C)CC1(CCN(CC1)C(=O)OC(C)(C)C)F